2-amino-3-(4-chlorophenyl)propan-1-ol NC(CO)CC1=CC=C(C=C1)Cl